di-tert-butyl ((4R)-5-(1,3-dioxoisoindolin-2-yl)-2-fluoropentane-1,4-diyl)dicarbamate O=C1N(C(C2=CC=CC=C12)=O)C[C@@H](CC(CNC(OC(C)(C)C)=O)F)NC(OC(C)(C)C)=O